C(C)(C)(C)C1=NC(=NO1)C(=O)NCC1=CC=C(C=C1)C1=NC=NN2C1=CC(=C2)C2=CC=C(C=C2)CN2CCC(CC2)C2=CC=C(C=C2)NC2C(NC(CC2)=O)=O 5-tert-butyl-N-[[4-[6-[4-[[4-[4-[(2,6-dioxo-3-piperidyl)amino]phenyl]-1-piperidyl]methyl]phenyl]pyrrolo[2,1-f][1,2,4]triazin-4-yl]phenyl]methyl]-1,2,4-oxadiazole-3-carboxamide